COC1=C(OC(C(O)C2=CC(=C(C=C2)OC)OC)CO)C(=CC=C1)OC 2-(2,6-dimethoxyphenoxy)-1-(3,4-dimethoxyphenyl)propane-1,3-diol